tert-butyl 3-amino-3-(2,3-dichloro-4-tolyl)-1-pyrrolidinecarboxylate NC1(CN(CC1)C(=O)OC(C)(C)C)C1=C(C(=C(C=C1)C)Cl)Cl